[2-[6-[[5-(5-fluoropyrimidin-4-yl)thiazol-2-yl]amino]imidazo[4,5-c]pyridin-1-yl]ethyl]morpholine-3-carboxamide FC=1C(=NC=NC1)C1=CN=C(S1)NC1=CC2=C(C=N1)N=CN2CCN2C(COCC2)C(=O)N